C(C)(C)(C)OC(=O)N1C[C@H](CC1)[C@H](CC1=COC2=C1C=C(C=C2)C=O)C(C(C)(C)C)=O.C(C)C2=CC1=C(C3=CC=CC=C3C(=C1C=C2CC)OC(=O)OCCCCCC)OC(=O)OCCCCCC 2,3-diethyl-9,10-bis(n-hexyloxycarbonyloxy)anthracene tert-butyl-(R)-3-((S)-1-(5-formylbenzofuran-3-yl)-4,4-dimethyl-3-oxopentan-2-yl)pyrrolidine-1-carboxylate